pentaerythritol-tetrakis[3-(3,5-di-tert-butyl-4-hydroxy phenyl)propionate] C(C)(C)(C)C=1C=C(C=C(C1O)C(C)(C)C)CCC(=O)OCC(COC(CCC1=CC(=C(C(=C1)C(C)(C)C)O)C(C)(C)C)=O)(COC(CCC1=CC(=C(C(=C1)C(C)(C)C)O)C(C)(C)C)=O)COC(CCC1=CC(=C(C(=C1)C(C)(C)C)O)C(C)(C)C)=O